C1=CC=CC=2C=CC=3CC=4C=CC=CC4C3C21 benzo[c]Fluorene